4-chloro-5-((3-(trifluoromethyl)pyridin-2-yl)ethynyl)-1H-pyrrolo[2,3-b]Pyridine ClC1=C2C(=NC=C1C#CC1=NC=CC=C1C(F)(F)F)NC=C2